6-Bromo-2-chloro-9-isopropylisoxazolo[5,4-h]quinazoline BrC=1C=C2C=NC(=NC2=C2C1ON=C2C(C)C)Cl